[N+](=O)([O-])C=1C(=C(C(=C(C1)S(=O)(=O)C1=C(C(=C(C(=C1)[N+](=O)[O-])C1=CC=CC=C1)C)CC)CC)C)C1=CC=CC=C1 nitro-phenyl-methyl-ethyl-phenylsulfone